FC1=C(OC2CCC(CC2)(C(=O)O)C)C=C(C(=C1)OC)C(NC1COCCC1C(NC1=CC(=C(C=C1)F)S(F)(F)(F)(F)F)=O)=O 4-(2-fluoro-5-((4-((4-fluoro-3-(pentafluoro-λ6-sulfaneyl)phenyl)carbamoyl)tetrahydro-2H-pyran-3-yl)carbamoyl)-4-methoxyphenoxy)-1-methylcyclohexane-1-carboxylic acid